NC1=CC(=C(C(=O)NC=2C(N(C=CC2)C2(CC2)C(N[C@@H]2[C@H](OC(C2)=O)OCC)=O)=O)C=C1F)F 4-amino-N-(1-(1-(((2S,3S)-2-ethoxy-5-oxotetrahydrofuran-3-yl)carbamoyl)cyclopropyl)-2-oxo-1,2-dihydropyridin-3-yl)-2,5-difluorobenzamide